ClC=1C=CC=2N(N1)C(=CN2)C2=CC(=NC=C2)N2CCNCC2 6-chloro-3-(2-piperazin-1-yl-4-pyridinyl)imidazo[1,2-b]pyridazine